C(C)(C)(C)OC(=O)[C@@H]1[C@H](N[C@H](CC1=O)C1=CC=CC=C1)C=1N=NN(C1)C (2S,3R,6R)-2-(1-methyltriazol-4-yl)-4-oxo-6-phenyl-piperidine-3-carboxylic acid tert-butyl ester